ClC1=C(CC=2NC=C(N2)C2=CC=CC3=CC=CC=C23)C=CC=C1Cl 2-(2,3-dichlorobenzyl)-4-(1-naphthyl)imidazole